5-(tert-butyl)-N-(2-methyl-4-(5-(2-(N-methylacrylamido)ethoxy)pyrimidin-4-yl)benzyl)-1,2,4-oxadiazole-3-carboxamide C(C)(C)(C)C1=NC(=NO1)C(=O)NCC1=C(C=C(C=C1)C1=NC=NC=C1OCCN(C(C=C)=O)C)C